C(CCCCCCCCCC)(=O)NCC(=O)O N-Undecanoylglycine